C1(=CC=CC=C1)N(C1=CC=C(C=C1)C1=CC=C2C(C(C=3C=CC=C1C32)=O)=O)C3=CC=CC=C3 5-(4-(Diphenylamino)phenyl)acenaphthylene-1,2-dione